C(C)(C)C(C(NC(C=O)C)=O)NC(CCCC(NCCOCCC(=O)[O-])=O)=O 5-isopropyl-2-methyl-1,4,7,11-tetraoxo-15-oxa-3,6,12-triazaoctadecan-18-oate